COC1=CC=C(C(=O)N(C)C)C=C1 4-methoxy-N,N-dimethylbenzamide